N-(2,7-dimethyl-[1,2,4]triazolo[1,5-a]pyridin-6-yl)-1-methyl-3-(tetrahydro-2H-pyran-4-yl)-1H-pyrazolo[4,3-d]pyrimidin-5-amine CC1=NN2C(C=C(C(=C2)NC=2N=CC3=C(N2)C(=NN3C)C3CCOCC3)C)=N1